N1=C(C=CC=C1)C1(CCOC2(CCCC2)C1)OCCCN1CCN(CC1)C1=NC(=CC=C1)C(F)(F)F 1-(3-((9-(pyridin-2-yl)-6-oxaspiro[4.5]decan-9-yl)oxy)propyl)-4-(6-(trifluoromethyl)pyridin-2-yl)piperazine